C(C)(C)(C)[Si](Br)(Br)Br tertiary butyl-tribromosilane